ClC1=CC(=C(C=C1)COC1=NC=2CN(CCC2C=C1)CC1=NC2=C(C=NC(=C2)C2=CC(NC=C2)=O)N1C[C@H]1OCC1)F 4-[2-({2-[(4-chloro-2-fluorophenyl)methoxy]-5,6,7,8-tetrahydro-1,7-naphthyridin-7-yl}methyl)-3-{[(2S)-oxetan-2-yl]methyl}-3H-imidazo[4,5-c]pyridin-6-yl]-1,2-dihydropyridin-2-one